C[C@@]1(NC(CC1)=O)C1=CC=C(CC=2C=NC3=CC=CC=C3C2)C=C1 |o1:1| (S or R)-3-(4-(2-methyl-5-oxopyrrolidin-2-yl)benzyl)quinolin